FC1=CC=C(S1)CC[C@@]1(CN(CC1)C(C)(C)C=1C=NC(=CC1)C)[C@@H](C)NC(=O)NC(C)C |o1:8| 1-((R)-1-((R or S)-3-(2-(5-fluorothiophen-2-yl)ethyl)-1-(2-(6-methylpyridin-3-yl)propan-2-yl)pyrrolidin-3-yl)ethyl)-3-isopropylurea